P(=O)(O)(O)O.C([C@H](O)[C@@H](O)[C@H](O)CO)O Xylitol Phosphate